4-iodopentyl benzyloxymethyl ether C(C1=CC=CC=C1)OCOCCCC(C)I